(3s,5s)-3-aminomethyl-5-methyl-6-(3-trifluoromethyl-phenoxy)-hexanoic acid NC[C@H](CC(=O)O)C[C@@H](COC1=CC(=CC=C1)C(F)(F)F)C